(3R)-3-{[2-(thiophen-3-yl)[1,2,4]triazolo[1,5-c]quinazolin-5-yl]amino}azepan-2-one S1C=C(C=C1)C1=NN2C(=NC=3C=CC=CC3C2=N1)N[C@H]1C(NCCCC1)=O